2-(4-(1-(3-((tert-butoxycarbonyl)amino)propyl)-1H-pyrazol-4-yl)phenoxy)-3-hydroxypropionic acid C(C)(C)(C)OC(=O)NCCCN1N=CC(=C1)C1=CC=C(OC(C(=O)O)CO)C=C1